(S)-tert-Butyl 3-((4-(2-(5-amino-2-methylphenoxy)pyridin-3-yl)pyrimidin-2-yl)amino)piperidine-1-carboxylate NC=1C=CC(=C(OC2=NC=CC=C2C2=NC(=NC=C2)N[C@@H]2CN(CCC2)C(=O)OC(C)(C)C)C1)C